CCCCCCCC/C=C\CCCCCCCC(=O)N(C)CCS(=O)(=O)[O-].[Na+] Sodium Methyl Oleoyl Taurate